CN1C(N(C2=C1C=CC(=C2)S(NC2(CC2)C)(=O)=O)C2=CC=C(O2)/C=C/C(=O)OCC)=O ethyl (E)-3-[5-[3-methyl-6-[(1-methylcyclopropyl)sulfamoyl]-2-oxo-benzimidazol-1-yl]-2-furyl]prop-2-enoate